4-(2,4,5-trifluorophenyl)butane-1-on FC1=C(C=C(C(=C1)F)F)CCCC=O